FC1=C(C=CC=C1F)NC(C=NO)=O N-(2,3-difluorophenyl)-2-hydroxyiminoacetamide